C(=CCC)OC1=CC=C(C=C1)N=NC1=CC=C(C=C1)C 1-(4-((1-buten-1-yl)oxy)phenyl)-2-(p-tolyl)diazene